5-((5-fluoropyridin-2-yl)methoxy)-2-methylbenzofuran-3-carboxylic acid FC=1C=CC(=NC1)COC=1C=CC2=C(C(=C(O2)C)C(=O)O)C1